10-chloro-N-((3S,4S)-4-(3,4-difluorophenyl)piperidin-3-yl)-5,6-dihydropyrazolo[1,5-d]thieno[3,2-f][1,4]oxazepine-2-carboxamide ClC=1C=NN2CCOC3=C(C21)C=C(S3)C(=O)N[C@@H]3CNCC[C@H]3C3=CC(=C(C=C3)F)F